C(C1=CC=CC=C1)(C1=CC=CC=C1)NC(C1=CC=C(C=C1)C(C)(C)C)=O N-benzhydryl-4-(tert-butyl)benzamide